Benzyl(ethynyl)sulfane C(C1=CC=CC=C1)SC#C